1,1,1-trifluoropropan-2-ylpiperidin-4-amine FC(C(C)N1CCC(CC1)N)(F)F